FC1=C(C=CC=C1CC1N[C@@H](CC12NC(COC2)=O)C)C2=C(C=CC=C2)OCCC(=O)O 3-[(2'-Fluoro-3'-{[(3R)-3-methyl-7-oxo-9-oxa-2,6-diazaspiro[4.5]dec-1-yl]methyl}-[1,1'-biphenyl]-2-yl)oxy]propanoic acid